C1=CC=CC=2C(C3=CC=CC=C3C(C12)C=O)C=O 9,10-dihydro-9,10-anthracenedicarboxaldehyde